(R)-7-chloro-4-((2-(3-(5-chloro-6-oxo-1,6-dihydropyridazin-4-yl)-2-methylpropyl)-2-azaspiro[3.3]heptan-6-yl)methyl)-2-methylisoindolin-1-one ClC=1C=CC(=C2CN(C(C12)=O)C)CC1CC2(CN(C2)C[C@@H](CC=2C=NNC(C2Cl)=O)C)C1